r-Butanol C(CCC)O